ClC1=C(C=C(C(=O)N2CC=3C(=NN4C3C(N([C@H](C4)CCC(=O)NC)CC4=CC=C(C=C4)OC(F)F)=O)C[C@H]2C)C=C1)C#N 3-((3R,8S)-2-(4-chloro-3-cyanobenzoyl)-9-(4-(difluoromethoxy)benzyl)-3-methyl-10-oxo-1,2,3,4,7,8,9,10-octahydropyrido[4',3':3,4]pyrazolo[1,5-a]pyrazin-8-yl)-N-methylpropanamide